ClC1=C(C=NO)C=CC(=C1C)C chloro-3,4-dimethylbenzaldehyde oxime